CC1(COB(O1)C=1C=C2C3(CN(C2=CC1)C)CC3)C 5'-(5,5-dimethyl-1,3,2-dioxaborolan-2-yl)-1'-methyl-spiro[cyclopropane-1,3'-indoline]